C(#N)C=1C=C(C(=NC1)[C@H](C)NC(CN1C(NC2=CC=C(C(=C2C1=O)C#N)F)=O)=O)F (S)-N-(1-(5-cyano-3-fluoropyridin-2-yl)ethyl)-2-(5-cyano-6-fluoro-2,4-dioxo-1,4-dihydroquinazolin-3(2H)-yl)acetamide